CN1N=C2[C@@H](N(CCC2=C1C1=NN(C(=C1)C(F)(F)F)C)C(=O)C1=C2C(=NC=C1)N(C=C2)C)C (S)-(2,7-Dimethyl-3-(1-methyl-5-(trifluoromethyl)-1H-pyrazol-3-yl)-2,4,5,7-tetrahydro-6H-pyrazolo[3,4-c]pyridin-6-yl)(1-methyl-1H-pyrrolo[2,3-b]pyridin-4-yl)methanone